N-(3-fluoro-4-methyl-7-methylene-8-oxo-5,6,7,8-tetrahydronaphthalen-1-yl)acetamide 4-((4-(cyanoethynyl)benzoyl)oxy)-2,3,5,6-tetrafluoro-benzenesulfonate C(#N)C#CC1=CC=C(C(=O)OC2=C(C(=C(C(=C2F)F)S(=O)(=O)O)F)F)C=C1.FC=1C=C(C=2C(C(CCC2C1C)=C)=O)NC(C)=O